BrCC(C(CCCCC(C(=O)OC)(C)C)(C)C1=CC(=CC=C1)I)=O methyl 9-bromo-7-(3-iodophenyl)-2,2,7-trimethyl-8-oxononanoate